BrC=1C(=CC(=C(C1)NC(C1=CN=C(C=C1C(F)F)OCC[Si](C)(C)C)=O)N1C[C@H](N([C@H](C1)C)C)C)F N-(5-bromo-4-fluoro-2-((3R,5S)-3,4,5-trimethylpiperazin-1-yl)phenyl)-4-(difluoromethyl)-6-(2-(trimethylsilyl)ethoxy)nicotinamide